2-(2,6-dioxo-3-piperidyl)-5-piperazin-1-yl-isoindoline-1,3-dione hydrochloride Cl.O=C1NC(CCC1N1C(C2=CC=C(C=C2C1=O)N1CCNCC1)=O)=O